N-[(1S)-2-[4-(3,5-dimethyl-1H-pyrazol-4-yl)anilino]-1-[(1R)-7-[2-[(1R,4R)-2-oxa-5-azabicyclo[2.2.1]heptan-5-yl]-4-pyridyl]tetralin-1-yl]-2-oxo-ethyl]-2-methyl-pyrazole-3-carboxamide CC1=NNC(=C1C1=CC=C(NC([C@H]([C@@H]2CCCC3=CC=C(C=C23)C2=CC(=NC=C2)N2[C@H]3CO[C@@H](C2)C3)NC(=O)C=3N(N=CC3)C)=O)C=C1)C